C(#N)C=1C=CC(=NC1)NC(=O)[C@H]1CC[C@H]2[C@@H]3CC[C@@H]4C[C@](CC[C@@]4([C@H]3CC[C@]12C)C)(COC)O (3R,5R,8R,9S,10S,13S,14S,17S)-N-(5-cyanopyridin-2-yl)-3-hydroxy-3-(methoxymethyl)-10,13-dimethylhexadecahydro-1H-cyclopenta[a]phenanthrene-17-carboxamide